C[C@@H]1CC[C@H]([C@@H](C1)O)C(C)C 1-Menthol